4-(4-Methyl-piperazin-1-yl)-N-[6-methyl-5-(4-pyridin-3-yl-pyrimidin-2-ylamino)-pyridin-3-yl]-2-trifluoromethyl-benzamide CN1CCN(CC1)C1=CC(=C(C(=O)NC=2C=NC(=C(C2)NC2=NC=CC(=N2)C=2C=NC=CC2)C)C=C1)C(F)(F)F